NC1=NC(=NC=2N1N=C(N2)C=2OC=CC2)NCCC2=CC=C(C=C2)NC(C(C)(C)O)=O N-(4-(2-((7-amino-2-(furan-2-yl)-[1,2,4]triazolo[1,5-a][1,3,5]triazin-5-yl)amino)ethyl)phenyl)-2-hydroxy-2-methylpropionamide